P(=S)(OCCCCCCCCCCCCOC(C=C)=O)(O)O acryloxydodecyl dihydrogen thiophosphate